FC=1C(=NC(=NC1)NC=1C=NC(=C(C1)OC)OC1CC(C1)N(C)C)NC=1C(=NC2=CC=CC=C2C1)C(=O)N 3-(5-fluoro-2-{5-methoxy-6-[(1s,3s)-3-(dimethylamino)cyclobutoxy]-3-pyridylamino}-4-pyrimidinylamino)-2-quinolinecarboxamide